ClC1=CC(=NC(=C1)OCC(F)(F)F)C1(CC1)NC(C[C@](C)(C1=C2C=CN(C2=CC=C1)C)O)=O (R)-N-(1-(4-chloro-6-(2,2,2-trifluoroethoxy)pyridin-2-yl)cyclopropyl)-3-hydroxy-3-(1-methyl-1H-indol-4-yl)butanamide